ClC1=C(C=CC(=C1)Cl)C=1CCCC2=C(C1C1=CC=C(C=C1)C=C1CN(C1)C(CC(F)F)([2H])[2H])C=CC(=C2)C(=O)O 8-(2,4-dichlorophenyl)-9-(4-((1-(3,3-difluoropropyl-1,1-d2)azetidin-3-ylidene)methyl)phenyl)-6,7-dihydro-5H-benzo[7]annulene-3-carboxylic acid